(S)-quinuclidin-3-yl (3,3-dimethyl-7-(2,4,5-trifluorophenyl)chroman-4-yl)carbamate CC1(COC2=CC(=CC=C2C1NC(O[C@@H]1CN2CCC1CC2)=O)C2=C(C=C(C(=C2)F)F)F)C